N-methyl-2-oxoacetamide CNC(C=O)=O